N-(3-chloro-4-fluorophenyl)-N-((5-(5-(difluoromethyl)-1,3,4-oxadiazol-2-yl)pyridin-2-yl)methyl)tetrahydro-2H-thiopyran-4-sulfonamide 1,1-dioxide ClC=1C=C(C=CC1F)N(S(=O)(=O)C1CCS(CC1)(=O)=O)CC1=NC=C(C=C1)C=1OC(=NN1)C(F)F